The molecule is an O-acylcarnitine compound having propanoyl as the acyl substituent. It has a role as an analgesic, an antirheumatic drug, a cardiotonic drug, a peripheral nervous system drug and a human metabolite. It derives from a propionic acid. CCC(=O)OC(CC(=O)[O-])C[N+](C)(C)C